benzyl 4-[(E)-[(S)-tert-butylsulfinyl] iminomethyl]-6-chloro-isoindoline-2-carboxylate C(C)(C)(C)[S@](=O)\N=C\C1=C2CN(CC2=CC(=C1)Cl)C(=O)OCC1=CC=CC=C1